C(C)(C)(C)OC(=O)N1CC2=CC=C(C=C2C1)C1=COC2=C1C=CC=C2 5-(benzofuran-3-yl)isoindoline-2-carboxylic acid tert-butyl ester